4-(3,3-Difluorocyclobutyl)-2-[4-(trifluoromethyl)cyclohexyl]benzoic acid FC1(CC(C1)C1=CC(=C(C(=O)O)C=C1)C1CCC(CC1)C(F)(F)F)F